(S)-N-(5-(2-(2-hydroxyacetamido)imidazo[1,2-b]pyridazin-6-yl)-2-methoxypyridin-3-yl)-3-phenylisooxazolidine-2-carboxamide OCC(=O)NC=1N=C2N(N=C(C=C2)C=2C=C(C(=NC2)OC)NC(=O)N2OCC[C@H]2C2=CC=CC=C2)C1